CC1(OC2=C(C1)C=C(C(=C2)N2CCN(CC2)CCS(=O)(=O)C)NC(=O)C=2C=NN1C2N=CC=C1)C N-(2,2-dimethyl-6-(4-(2-(methylsulfonyl)ethyl)piperazin-1-yl)-2,3-dihydrobenzofuran-5-yl)pyrazolo[1,5-a]pyrimidine-3-carboxamide